5-ethyl-isoxazole-4-carboxamide C(C)C1=C(C=NO1)C(=O)N